C(CCCCCCCCCCC)(=O)OCC(C(C=C)OC(CCCCCCCCCCC)=O)OC(CCCCCCCCCCC)=O pent-4-ene-1,2,3-tri-yl tri-dodecanoate